1-(4'-(trifluoromethyl)-[1,1'-biphenyl]-4-yl)butan-1-ol FC(C1=CC=C(C=C1)C1=CC=C(C=C1)C(CCC)O)(F)F